Cl.O1N=C(C2=C1C=CC=C2)C2=C(C(=CC=C2)C)[C@H](CC2=NC=CC=C2)N (S)-1-[2-(Benzo[d]isoxazol-3-yl)-6-methylphenyl]-2-(pyridine-2-yl)ethan-1-amine hydrochloride